octadecyltrimethylammonium bromate Br(=O)(=O)[O-].C(CCCCCCCCCCCCCCCCC)[N+](C)(C)C